N-methyl-2,4,6-trinitroaniline CNC1=C(C=C(C=C1[N+](=O)[O-])[N+](=O)[O-])[N+](=O)[O-]